bis(diisopropylamino)(isobutyl)aluminum C(C)(C)N(C(C)C)[Al](CC(C)C)N(C(C)C)C(C)C